FC1=C(C=CC(=C1)F)C1=C(C=C2C(=NC(N3C2=C1SCC3)=O)N3[C@H](CNCC3)C)C#N 10-(2,4-difluorophenyl)-7-((S)-2-methylpiperazin-1-yl)-5-oxo-2,3-dihydro-5H-[1,4]thiazino[2,3,4-ij]quinazoline-9-carbonitrile